ClC1=CC(=C(CC2=CN=C(S2)C(=O)N2CCC(CC2)CC2=NC=3C(=NC(=CC3)C(=O)[O-])N2C[C@H]2OCC2)C=C1)F (S)-2-((1-(5-(4-Chloro-2-fluorobenzyl) thiazole-2-carbonyl) piperidin-4-yl) methyl)-3-(oxetan-2-ylmethyl)-3H-imidazo[4,5-b]pyridine-5-carboxylate